COC(C[C@H](C#CC)C1=CC=C(C=C1)OCC[C@H](CCC=C(C)C)C)=O (3S)-3-(4-{[(3S)-3,7-dimethyloct-6-en-1-yl]Oxy}phenyl)hex-4-ynoic acid methyl ester